S1C2=C(CC1C(=O)[O-])CC(=C2)C(=O)[O-] dihydrocyclopenta[b]thiophene-2,5-dicarboxylate